2-[(2-amino-2-oxoethyl)-(carboxymethyl)amino]ethanesulfonic acid NC(CN(CCS(=O)(=O)O)CC(=O)O)=O